C1(=CC=CC=C1)[SiH](F)NC(C)C phenyl-isopropylaminofluorosilane